ClC1=C(C=C(C=C1)S(=O)(=O)N[C@@H]([C@H](C)C1=C(C(=CC=C1F)C)C)C=1OC(NN1)=O)C1=NN=NN1 4-chloro-N-((1S,2R)-2-(6-fluoro-2,3-dimethylphenyl)-1-(5-oxo-4,5-dihydro-1,3,4-oxadiazol-2-yl)propyl)-3-(1H-tetrazol-5-yl)benzenesulfonamide